[Cl-].CSCC[C@@H](C(NC=1SC=C(N1)C1=CC(=CC=C1)C1=CC=NC=C1)=O)[NH3+] (S)-4-(methylthio)-1-oxo-1-((4-(3-(pyridin-4-yl)phenyl)thiazol-2-yl)amino)butan-2-aminium chloride